CC(C)C(C(C(C)C)(C)C)=NO 2,4,4,5-tetramethylhexan-3-one oxime